CN1C(N(C2=C1C(=CC=C2)C2CCN(CC2)CC2CCNCC2)C2CNCCC2)=O 3-[3-methyl-2-oxo-4-[1-(4-piperidylmethyl)-4-piperidyl]benzimidazol-1-yl]piperidine